CC1=C(C=C(C=C1)C(NC=1C=NC=C(C1)C(F)(F)F)=O)C1CN(CC1)C=1C=NC=C(C(=O)NC2COC2)C1 5-(3-(2-methyl-5-((5-(trifluoromethyl)pyridin-3-yl)carbamoyl)phenyl)pyrrolidin-1-yl)-N-(oxetan-3-yl)nicotinamide